C[Si](CCOCN1C(=CC2=NC=CC=C21)C(=O)N)(C)C 1-((2-(trimethylsilyl)ethoxy)methyl)-1H-pyrrolo[3,2-b]pyridine-2-carboxamide